ONC(=O)C1C(CCCC1)C N-hydroxy-2-methylcyclohexane-3-carboxamide